ClC1=C(C=O)C=CC(=C1OCC1=CC=C(C=C1)OC)OCC1=CC=C(C=C1)OC 2-chloro-3,4-bis((4-methoxybenzyl)oxy)benzaldehyde